COC1=CC=C(C=C1)COC=1C=C(C=C2N=C(C(NC12)=O)C)N1CCOCC1 8-[(4-methoxyphenyl)methoxy]-3-methyl-6-morpholino-1H-quinoxalin-2-one